O=C1NC2=C(CN(C1C(CC)CC)C(=O)N)C=CC=C2 2-oxo-3-(pent-3-yl)-1,2,3,5-tetrahydro-4H-benzo[1,4]diazepine-4-carboxamide